4,4'-(propane-2,2-diyl)bis(cyclohexan-1-ol) compound with 2-(chloromethyl)oxirane ClCC1OC1.CC(C)(C1CCC(CC1)O)C1CCC(CC1)O